2-(((1R)-1-(2-cyano-7-methyl-3-(1,2,3,4-tetrahydro-1,4-epimino-naphthalen-9-yl)quinoxalin-5-yl)-ethyl)amino)benzoic acid C(#N)C1=NC2=CC(=CC(=C2N=C1N1C2CCC1C1=CC=CC=C21)[C@@H](C)NC2=C(C(=O)O)C=CC=C2)C